(R)-1-(3-(3-(4-(cyclohexyloxy)phenyl)-1H-pyrazolo[4,3-c]pyridin-1-yl)piperidin-1-yl)prop-2-en-1-one C1(CCCCC1)OC1=CC=C(C=C1)C1=NN(C2=C1C=NC=C2)[C@H]2CN(CCC2)C(C=C)=O